N1N=CC2=CC=CC=C12 aza-indole